C(C)(C)(C)OC(=O)N1CCC(C2=CC=CC=C12)N1C(N(C2=NC(=NC=C2C1=O)S(=O)(=O)C)C)=O 4-(1-methyl-7-methylsulfonyl-2,4-dioxo-pyrimido[4,5-d]pyrimidin-3-yl)-3,4-dihydro-2H-quinoline-1-carboxylic acid tert-butyl ester